FC1=C(C(=CC=C1)F)CN1C(N(C(C2=C1SC(=C2CN(C)C)C2=CC=C(C=C2)NC(=O)NOC)=O)C=2N=NC(=CC2)OC)=O N-[4-[1-[(2,6-difluorophenyl)methyl]-5-[(dimethylamino)methyl]-1,2,3,4-tetrahydro-3-(6-methoxy-3-pyridazinyl)-2,4-dioxothieno[2,3-d]pyrimidin-6-yl]phenyl]-N'-methoxyurea